N-(p-tolylaminocarbonyl)-alanine C1(=CC=C(C=C1)NC(=O)N[C@@H](C)C(=O)O)C